2-(((4-Methoxy-3,5-Dimethylpyridin-2-yl) Methyl)sulfinyl)-1H-Benzo[d]imidazol-5-yl 4-Chlorobenzoat ClC1=CC=C(C(=O)OC2=CC3=C(NC(=N3)S(=O)CC3=NC=C(C(=C3C)OC)C)C=C2)C=C1